1,3-bis(octanoyloxy)propan C(CCCCCCC)(=O)OCCCOC(CCCCCCC)=O